OC(CCC)([2H])C1CCN(CC1)C(=O)OC(C)(C)C tert-butyl 4-(1-hydroxybutyl-1-d)piperidine-1-carboxylate